O(C#N)C1=CC=C(C=C1)C(C(C)(C)C)C1=CC=C(C=C1)OC#N 1,1-bis(4-cyanatophenyl)-2,2-dimethylpropane